OC1CN(S(C1=C)(=O)=O)C1=CC(=CC=C1)C=1C=NN(C1)C 4-hydroxy-2-(3-(1-methyl-1H-pyrazol-4-yl)phenyl)-5-methyleneisothiazolidine 1,1-dioxide